(2S,4S)-tert-Butyl 4-(2-((3-bromo-5-nitropyridin-2-yl)oxy)ethyl)-2-methylpiperidine-1-carboxylate BrC=1C(=NC=C(C1)[N+](=O)[O-])OCC[C@@H]1C[C@@H](N(CC1)C(=O)OC(C)(C)C)C